ethyl 3-[tert-butoxycarbonyl-(2-cyano-1-methyl-ethyl) amino]-2-methyl-propionate C(C)(C)(C)OC(=O)N(CC(C(=O)OCC)C)C(CC#N)C